2-(4-(2-oxo-2-((4-(2-oxo-2H-chromen-5-yl)thiazol-2-yl)amino)ethyl)phenoxy)nicotinamide O=C(CC1=CC=C(OC2=C(C(=O)N)C=CC=N2)C=C1)NC=1SC=C(N1)C1=C2C=CC(OC2=CC=C1)=O